tert-butyl (3-((3-((4-((4-cyclobutylpiperidin-1-yl)sulfonyl)phenyl)carbamoyl)-4-(N-methylmethylsulfonamido)benzyl)amino)-2-hydroxypropyl)carbamate C1(CCC1)C1CCN(CC1)S(=O)(=O)C1=CC=C(C=C1)NC(=O)C=1C=C(CNCC(CNC(OC(C)(C)C)=O)O)C=CC1N(S(=O)(=O)C)C